The molecule is a C81 alpha-mycolic acid having a C55 meromycolic chain with two cis cyclopropyl functions and a saturated C26 alpha-branch. It is produced by Mycobacterium tuberculosis H37Ra. It has a role as a bacterial metabolite. It is a mycolic acid and a hydroxy fatty acid. It is a conjugate acid of a (2R)-2-[(1R)-1-hydroxy-20-{2-[10-(2-nonadecylcyclopropyl)decyl]cyclopropyl}icosyl]hexacosanoate. CCCCCCCCCCCCCCCCCCCCCCCC[C@H]([C@@H](CCCCCCCCCCCCCCCCCCCC1CC1CCCCCCCCCCC2CC2CCCCCCCCCCCCCCCCCCC)O)C(=O)O